N-(5-(3-chlorobenzyl)pyridin-2-yl)-1-methyl-6-oxo-1,4,5,6-tetrahydropyridazine-3-carboxamide ClC=1C=C(CC=2C=CC(=NC2)NC(=O)C2=NN(C(CC2)=O)C)C=CC1